ClC1=NN=C(C2=CC=CC=C12)C(C)C1=CC(=NC=C1)C 1-chloro-4-(1-(2-methylpyridin-4-yl)ethyl)phthalazine